C=C1CN(CC1)C(=O)OCC=C allyl 3-methylenepyrrolidine-1-carboxylate